COC=1C=C(C=CC1OC)/C=C/C(=O)C1=CC(=C(C=C1)F)O (E)-3-(3,4-dimethoxyphenyl)-1-(4-fluoro-3-hydroxyphenyl)prop-2-en-1-one